(S)-N-(4-Chloro-6-methoxypyridin-3-yl)-6-(4-ethyl-3-(hydroxymethyl)-5-oxo-4,5-dihydro-1H-1,2,4-triazol-1-yl)-5-fluoro-2-((1,1,1-trifluoropropan-2-yl)oxy)nicotinamide ClC1=C(C=NC(=C1)OC)NC(C1=C(N=C(C(=C1)F)N1N=C(N(C1=O)CC)CO)O[C@H](C(F)(F)F)C)=O